5-(4-(6-fluoro-1H-indol-3-yl)thiophen-2-yl)-5-oxopentanoic acid FC1=CC=C2C(=CNC2=C1)C=1C=C(SC1)C(CCCC(=O)O)=O